NC1=C(C=C(C=C1C)C1=CC=CC(=N1)OCC1=C(C=C(C#N)C=C1)F)F 4-[[6-(4-amino-3-fluoro-5-methyl-phenyl)-2-pyridyl]oxymethyl]-3-fluoro-benzonitrile